C[C@@]1(N(C=2N(C(C=C(N2)N2[C@@H](COCC2)C)=O)CC1)CC(C)=O)C(F)(F)F (S)-8-Methyl-2-((R)-3-methylmorpholin-4-yl)-9-(2-oxopropyl)-8-trifluoromethyl-6,7,8,9-tetrahydropyrimido-[1,2-a]pyrimidin-4-one